[2H]C([2H])([2H])NC(=O)C1=C(C=CC=C1)NC1=NC(=NC=C1C(F)(F)F)NC1=CC=C(C=C1)C=1C=NN(C1)C1CCN(CC1)C(=O)OC(C)(C)C 2-Methylpropan-2-yl 4-{4-[4-({4-[(2-{[(trideuteriomethyl)amino]carbonyl}phenyl)amino]-5-(trifluoromethyl)pyrimidin-2-yl}amino)phenyl]pyrazol-1-yl}piperidin-1-carboxylate